FC1=C2C=C(C=[N+](C2=CC(=C1)F)[O-])[N+](=O)[O-] 5,7-difluoro-3-nitroquinoline 1-oxide